ClC1=C(C(C2=CC=C(C=C2)Cl)OC2CN(C2)C(=O)N[C@H](C)CC)C=CC=C1 3-(2,4'-dichlorobenzhydryloxy)-N-[(R)-sec-butyl]azetidine-1-carboxamide